NC1=NC(N(C=C1)[C@H]1[C@H]([C@H](O)[C@H](O1)CO)C)=O 4-Amino-1-(2-deoxy-2-methyl-β-D-arabinofuranosyl)-2(1H)-pyrimidinone